3-(3-((3-(1-((3-chloro-4-methylphenyl)amino)-4-methylpentan-3-yl)phenyl)amino)-2,5-dioxo-2,5-dihydro-1H-pyrrol-1-yl)piperidine-2,6-dione ClC=1C=C(C=CC1C)NCCC(C(C)C)C=1C=C(C=CC1)NC=1C(N(C(C1)=O)C1C(NC(CC1)=O)=O)=O